1-ethyl 3-(2-methoxyethyl) 8-(piperazin-1-ylsulfonyl)-3,8-diazabicyclo[3.2.1]octane-1,3-dicarboxylate N1(CCNCC1)S(=O)(=O)N1C2(CN(CC1CC2)C(=O)OCCOC)C(=O)OCC